[N-](S(=O)(=O)C(F)(F)F)S(=O)(=O)C(F)(F)F.C[N+](CCCCCCCC)(CCCCCCCC)CCCCCCCC methyltri-n-octyl-ammonium bis(trifluoromethanesulfonyl)imide